n-hexyl ferulate C(\C=C\C1=CC(OC)=C(O)C=C1)(=O)OCCCCCC